3-(3-methyl-4-oxo-3,4-dihydrophthalazin-1-yl)benzylcarbamic acid tert-butyl ester C(C)(C)(C)OC(NCC1=CC(=CC=C1)C1=NN(C(C2=CC=CC=C12)=O)C)=O